N-(6-(3-(4-chlorobenzyl)ureido)spiro[3.3]heptan-2-yl)-2-(dimethylamino)benzamide ClC1=CC=C(CNC(NC2CC3(CC(C3)NC(C3=C(C=CC=C3)N(C)C)=O)C2)=O)C=C1